ClC1=C(C=CC=C1Cl)N1C(=NC(=CC1=O)N(C1CCC(CC1)(C)N)C)C 3-(2,3-dichlorophenyl)-2-methyl-6-{methyl-[(trans)-4-amino-4-methylcyclohexyl]amino}-3,4-dihydropyrimidin-4-one